C1=CC=CC=2C3=CC=CC=C3N(C12)C=1C=C(C=CC1)B(O)O (3-(9H-carbazole-9-yl)phenyl)boronic acid